C1(CC1)C1=NN(C=N1)C1CC2(CN(C2)C(=O)N2CC3(C2)CN(C3)CC=3C=NN(C3)C(F)(F)F)C1 [6-(3-cyclopropyl-1,2,4-triazol-1-yl)-2-azaspiro[3.3]heptan-2-yl]-[6-[[1-(trifluoromethyl)pyrazol-4-yl]methyl]-2,6-diazaspiro[3.3]heptan-2-yl]methanone